((1RS,2RS)-5'-Bromo-4'-chloro-1',2'-dihydrospiro[cyclopropane-1,3'-pyrrolo[2,3-b]pyridin]-2-yl)methanol BrC=1C(=C2C(=NC1)NC[C@]21[C@@H](C1)CO)Cl |r|